CN(C1CCC(CC1)C1(CCC(CC1)NC1=CC=C(C=C1)C1CCC(CC1)(C)C)C(=O)N)C (4-(Dimethylamino)cyclohexyl)-4-((4-(4,4-dimethylcyclohexyl)phenyl)amino)cyclohexane-1-carboxamide